(4-(4-amino-5-(4-((diethyl-(oxo)-λ6-sulfanylidene)amino)phenyl)-7-methyl-7H-pyrrolo[2,3-d]pyrimidin-6-yl)-3-fluorophenyl)methacrylamide NC=1C2=C(N=CN1)N(C(=C2C2=CC=C(C=C2)N=S(=O)(CC)CC)C2=C(C=C(C=C2)C=C(C(=O)N)C)F)C